COC(=O)C12C(=NN(CO1)C(=O)O)C1=CC=C(C=C1C2)Cl 7-chloroindeno[1,2-E][1,3,4]oxadiazine-2,4A(3H,5H)-dicarboxylic acid-4A-methyl ester